3-(4-(((5-((adamantan-1-yloxy)methyl)benzofuran-2-yl)methyl)amino)-1-oxoisoindolin-2-yl)piperidine-2,6-dione C12(CC3CC(CC(C1)C3)C2)OCC=2C=CC3=C(C=C(O3)CNC3=C1CN(C(C1=CC=C3)=O)C3C(NC(CC3)=O)=O)C2